tert-Butyl 4-(7-(2-((tert-butoxycarbonyl)amino)-7-fluorobenzo[d]thiazol-4-yl)-6-chloro-3-cyano-8-methoxyquinolin-4-yl)piperazine-1-carboxylate C(C)(C)(C)OC(=O)NC=1SC2=C(N1)C(=CC=C2F)C2=C(C=C1C(=C(C=NC1=C2OC)C#N)N2CCN(CC2)C(=O)OC(C)(C)C)Cl